butyl ((4-bromo-5-chloro-2-(thiazol-4-yl)-2,3-dihydrobenzofuran-2-yl)methyl)carbamate BrC1=C(C=CC2=C1CC(O2)(C=2N=CSC2)CNC(OCCCC)=O)Cl